2-amino-7-((7-(dimethylamino)naphthalen-2-yl)oxy)-1,2,3,4-tetrahydronaphthalen-2-carboxylic acid NC1(CC2=CC(=CC=C2CC1)OC1=CC2=CC(=CC=C2C=C1)N(C)C)C(=O)O